methyl-[[4-(1,2,4-thiadiazol-5-yl)pyridin-1-ium-1-yl]methyl]phosphinate CP([O-])(=O)C[N+]1=CC=C(C=C1)C1=NC=NS1